C([O-])([O-])=O.[K+].FC1([C@H](CC2(OCCO2)CC1)CNC=1C=C(C#N)C=CC1[N+](=O)[O-])F.[K+] |r| rac-3-(((8,8-Difluoro-1,4-dioxaspiro[4.5]decan-7-yl)methyl)amino)-4-nitrobenzonitrile Potassium carbonate